(4-fluorophenyl)-4-hydroxy-1-isobutyl-2-oxo-1,2-dihydroquinoline-3-carboxamide FC1=CC=C(C=C1)C1=C2C(=C(C(N(C2=CC=C1)CC(C)C)=O)C(=O)N)O